C1(=CC=C(C=C1)OC=1C=C2C(OC(C2=CC1)=O)=O)C1=CC=C(C=C1)OC=1C=C2C(OC(C2=CC1)=O)=O 5,5'-[[1,1'-biphenyl]-4,4'-diylbis(oxy)]bis-1,3-isobenzofurandione